FC1=C(C(=C(C=C1OC)OC)F)N1C(N(C2=C(C1)C=NC1=C2C=C(N1)CN1CCOCC1)CCC)=O 3-(2,6-difluoro-3,5-dimethoxyphenyl)-8-(morpholin-4-ylmethyl)-1-propyl-1,3,4,7-tetrahydro-2H-pyrrolo[3',2':5,6]pyrido[4,3-d]pyrimidin-2-one